FC(C1=NN=C(S1)C1=NC(=C2N1C=C(C(=C2N2CCN(CC2)C(C(C)C)=O)F)S(=O)(=O)NC2(COC2)CF)[2H])F 3-(5-(difluoromethyl)-1,3,4-thiadiazol-2-yl)-7-fluoro-N-(3-(fluoromethyl)oxetan-3-yl)-8-(4-isobutyrylpiperazin-1-yl)imidazo[1,5-a]pyridine-6-sulfonamide-1-d